tert-butyl 5-{2-[1-(3-bromo-5-methylphenyl)pyrazol-4-yl]propanamido}-3-cyclopropylpyrazole-1-carboxylate BrC=1C=C(C=C(C1)C)N1N=CC(=C1)C(C(=O)NC1=CC(=NN1C(=O)OC(C)(C)C)C1CC1)C